tert-butyl 3-(7-bromo-2-chloro-8-fluoro-quinazolin-4-yl)-8-azabicyclo[3.2.1]octane-8-carboxylate BrC1=CC=C2C(=NC(=NC2=C1F)Cl)C1CC2CCC(C1)N2C(=O)OC(C)(C)C